3-(4-((2-(2,3-dihydrobenzo[b][1,4]dioxin-6-yl)pyrrolidin-1-yl)methyl)-3-methylphenyl)-2-methylpyridine O1C2=C(OCC1)C=C(C=C2)C2N(CCC2)CC2=C(C=C(C=C2)C=2C(=NC=CC2)C)C